CN1N=C(C(=C1)C1=CC=C(N=N1)OCC1CC2(CN(C2)C(=O)OC(C)(C)C)C1)C tert-Butyl 6-(((6-(1,3-dimethyl-1H-pyrazol-4-yl)pyridazin-3-yl)oxy)methyl)-2-azaspiro[3.3]heptane-2-carboxylate